CN1C(=NC(=C1)C)C1=NC=C(C(=C1)OC1CN(C1)C(=O)N1N=CC[C@H]1C=1C=C(C#N)C=C(C1)F)F (S)-3-(1-(3-((2-(1,4-dimethyl-1H-imidazol-2-yl)-5-fluoropyridin-4-yl)oxy)azetidine-1-carbonyl)-4,5-dihydro-1H-pyrazol-5-yl)-5-fluorobenzonitrile